[Ni](O)O.[Fe].[Co] cobalt iron nickel hydroxide